5-(2-hydroxypropan-2-yl)-N-(6-methyl-5-(7-(methylamino)-1,6-naphthyridin-3-yl)pyridin-3-yl)nicotinamide OC(C)(C)C=1C=NC=C(C(=O)NC=2C=NC(=C(C2)C=2C=NC3=CC(=NC=C3C2)NC)C)C1